C1(=CC=CC=C1)N1N=C(C=C1)C(F)(F)F 1-phenyl-3-(trifluoromethyl)-1H-pyrazole